C1(=CC=CC=C1)C1=NC(=CC=C1C=1C=C(C(=CC1)C1=CC=CC=C1)C1=CC=CC=C1)C1=CC=CC=C1 4'-(2,6-diphenylpyridin-3-yl)-[1,1':2',1''-terphenyl]